FC=1C=C(C=C(C1)OCC(F)(F)F)[C@@H](C)N |r| (±)-1-(3-fluoro-5-(2,2,2-trifluoroethoxy)phenyl)ethan-1-amine